BrC1=CC(=CS1)C[C@H](C(=O)O)[C@@H]1CN(CC1)C(=O)OC(C)(C)C (S)-3-(5-bromothiophen-3-yl)-2-((R)-1-(tert-butoxycarbonyl)pyrrolidin-3-yl)propanoic acid